F[B-](F)(F)F.[Cs+] Cesium tetrafluoroborate salt